N-(2-(dimethylamino)-2-(thien-3-yl)ethyl)-5-methoxyisoindoline-2-carboxamide CN(C(CNC(=O)N1CC2=CC=C(C=C2C1)OC)C1=CSC=C1)C